FC=1OC(OC1)=O 4-fluoro-1,3-dioxol-2-one